Iron-copper-aluminum [Al].[Cu].[Fe]